N-(5-(3,5-difluorobenzyl)-1H-indazol-3-yl)-4-(4-((3-(2,6-dioxopiperidin-3-yl)benzyl)(methyl)amino)piperidin-1-yl)-2-((tetrahydro-2H-pyran-4-yl)amino)benzamide FC=1C=C(CC=2C=C3C(=NNC3=CC2)NC(C2=C(C=C(C=C2)N2CCC(CC2)N(C)CC2=CC(=CC=C2)C2C(NC(CC2)=O)=O)NC2CCOCC2)=O)C=C(C1)F